FC1(CCN(CC1)C(CCCCCC[NH-])C1=CC=C(C=C1)NC1C(NC(CC1)=O)=O)F 7-(4,4-difluoropiperidin-1-yl)-N-(4-((2,6-dioxopiperidin-3-yl)amino)phenyl)heptylamide